N1N=NN=C1CN1C=C(C=2C1=NC=CC2CN2C(N(CCC2)C2=CC(=C(C=C2)OC)OCCCCC)=O)Cl 1-((1-((1H-tetrazol-5-yl)methyl)-3-chloro-1H-pyrrolo[2,3-b]pyridin-4-yl)methyl)-3-(4-methoxy-3-(pentyloxy)phenyl)tetrahydropyrimidin-2(1H)-one